N-((3R,4S)-4-((6-(2,6-dichloro-3,5-di-methoxyphenyl)-8-(((S)-3,3-dimeth-ylbutan-2-yl)amino)pyrido[3,4-d]pyrimidin-2-yl)amino)tetrahydrofuran-3-yl)acrylamide ClC1=C(C(=C(C=C1OC)OC)Cl)C1=CC2=C(N=C(N=C2)N[C@H]2[C@H](COC2)NC(C=C)=O)C(=N1)N[C@@H](C)C(C)(C)C